6-(1-(3-(1H-1,2,3-triazol-1-yl)propanoyl)-1,2,5,6-tetrahydropyridin-3-yl)-4-(3,5-difluoro-2-methoxyphenyl)-7-fluoro-1H-indole-2-carboxylic acid N1(N=NC=C1)CCC(=O)N1CC(=CCC1)C1=CC(=C2C=C(NC2=C1F)C(=O)O)C1=C(C(=CC(=C1)F)F)OC